C(#N)C1=CN(C2=CC=C(C=C12)N1N=CC(=N1)C(=O)OCC)C(C)C ethyl 2-(3-cyano-1-isopropyl-1H-indol-5-yl)-2H-1,2,3-triazole-4-carboxylate